C1(CC1)C1=C(C(=NC(=C1)C(=O)N)F)C=1CCN(CC1)CC=1C=C2NC(C(=NC2=C(C1)OC(F)F)C)=O cyclopropyl-1'-((8-(difluoromethoxy)-2-methyl-3-oxo-3,4-dihydroquinoxalin-6-yl)methyl)-2-fluoro-1',2',3',6'-tetrahydro-[3,4'-bipyridine]-6-carboxamide